1-(2-(3-hydroxy-4-methoxyphenyl)-2-hydroxyethyl)-2,6-dimethylpyridin-4(1H)-one OC=1C=C(C=CC1OC)C(CN1C(=CC(C=C1C)=O)C)O